1,3-bis(N,N-diglycidylaminomethyl)toluene C(C1CO1)N(CC1CO1)CC1(C)CC(=CC=C1)CN(CC1CO1)CC1CO1